N1=C(C=CC2=NC=CC=C12)C=O (1,5-naphthyridin-2-yl)methanone